C(C)[C@@H]1[C@@H]([C@H]1C=1C=NN(C1)C)C(=O)NC=1N=CC2=CC(=C(C=C2C1)N1CCN(CC1)[C@@]1(COC[C@@H]1F)C)C (1S,2S,3S)-2-ethyl-N-[6-[(3R,4R)-4-(4-fluoro-3-methyl-tetrahydrofuran-3-yl)piperazin-1-yl]-7-methyl-3-isoquinolinyl]-3-(1-methylpyrazol-4-yl)cyclopropanecarboxamide